2-(hydroxyphenylmethyl)acrylonitrile OC(C(C#N)=C)C1=CC=CC=C1